C1(=CC=CC=C1)C1=C(C=CC=C1)C1=CC=CC=C1 1,2-diphenyl-benzene